Cl.C(C)N=C=NCCCN(C)C N-Ethyl-N'-(3-dimethylaminopropyl)-carbodiimid Hydrochlorid